C1(CC1)S(=O)(=O)C1=C(C(=C(C=C1CCCCC)O)C1CCCC(=C1)C)O 3-(cyclopropylsulfonyl)-5'-methyl-4-pentyl-1',2',3',4'-tetrahydro-[1,1'-biphenyl]-2,6-diol